acrylic acid-2-hydroxypropyl ester OC(COC(C=C)=O)C